N-(4-(6-(4-morpholinylphenylamino)pyrimidin-4-yl)phenyl)acrylamide (1R,3S)-3-(3-{[(6-methoxypyridin-3-yl)acetyl]amino}-1H-pyrazol-5-yl)cyclopentyl-ethylcarbamate COC1=CC=C(C=N1)CC(=O)NC1=NNC(=C1)[C@@H]1C[C@@H](CC1)N(C(O)=O)CC.N1(CCOCC1)C1=CC=C(C=C1)NC1=CC(=NC=N1)C1=CC=C(C=C1)NC(C=C)=O